1-(6-(2,6-dioxopiperidin-3-yl)pyridin-3-yl)piperidine-4-carbaldehyde O=C1NC(CCC1C1=CC=C(C=N1)N1CCC(CC1)C=O)=O